BrC=1C(=NOC1C)OC[C@@H]1COC(CN1C(=O)OC(C)(C)C)(C)C tert-butyl (S)-5-(((4-bromo-5-methylisoxazol-3-yl)oxy)methyl)-2,2-dimethylmorpholine-4-carboxylate